4-(trifluoromethoxy)-phenol FC(OC1=CC=C(C=C1)O)(F)F